ClC1=CC=C2C(=C3N(C2=C1Cl)CC(CC3)N)C=3C=NNC3 3,4-dichloro-10-(1H-pyrazol-4-yl)-6,7,8,9-tetrahydropyrido[1,2-a]indol-7-amine